3-cyclopropyl-2-(5-(2-(dimethylamino)ethyl)-1-methyl-2-oxo-1,2-dihydropyridin-3-yl)propionitrile C1(CC1)CC(C#N)C=1C(N(C=C(C1)CCN(C)C)C)=O